[Ni].N1=C(C=CC=C1)CN 2-pyridinemethanamine nickel